PYRROLE RUTHENIUM [Ru].N1C=CC=C1